C(#N)C=1N=CC(=NC1)NC1=NNC(=C1)C=1C(=CC=C2C=CC=NC12)OCCCNC(OC(C)(C)C)=O tert-butyl (3-[(8-(3-[(5-cyanopyrazin-2-yl)amino]-1H-pyrazol-5-yl)quinolin-7-yl)oxy]propyl)carbamate